4,5-Dihydroxy-4-cyclopentene-1,2,3-trione disodium salt [Na].[Na].OC=1C(C(C(C1O)=O)=O)=O